ClC=1C=C2CO[C@]3(O[C@@H]([C@H]([C@@H]([C@H]3O)O)O)C)C2=CC1CC=1SC(=C(C1)F)CC (1S,3'R,4'S,5'S,6'R)-5-chloro-6-((5-ethyl-4-fluorothiophene-2-yl)methyl)-6'-methyl-3',4',5',6'-tetrahydro-3H-spiro[isobenzofuran-1,2'-pyran]-3',4',5'-triol